OCCCCCCCCOC1=CC=C(C=C1)N=NC1=CC=CC=C1 4-(8-hydroxyoctyloxy)azobenzene